ethyl 4-(((6-(((4-ethoxy-4-oxobutyl)(methoxy)phosphoryl)oxy)-3'-methyl-4-pentyl-[1,1'-biphenyl]-2-yl)oxy)(methoxy)phosphoryl)butanoate C(C)OC(CCCP(=O)(OC)OC1=CC(=CC(=C1C1=CC(=CC=C1)C)OP(=O)(OC)CCCC(=O)OCC)CCCCC)=O